4-(benzo[D]oxazol-5-yl)indolin O1C=NC2=C1C=CC(=C2)C2=C1CCNC1=CC=C2